2,3,4-trimethoxy-6-hydroxyacetophenone CC(=O)C1=C(C(=C(C=C1O)OC)OC)OC